ClC1=C(C=NN1C1CCS(CC1)(=NCC)=O)NC1=NC=C(C(=N1)NCCN(C)C)C(F)(F)F (1s,4s)-4-(5-chloro-4-((4-((2-(dimethylamino)ethyl)amino)-5-(trifluoromethyl)pyrimidin-2-yl)amino)-1H-pyrazol-1-yl)-1-(ethylimino)hexahydro-1λ6-thiopyran 1-oxide